6-Propionylamino-8-aminopyrrolo[4,3,2-de]quinoline-4-carboxamide C(CC)(=O)NC1=CC(=C2C3=C(C=C(N=C13)C(=O)N)C=N2)N